C1(=CC=CC=C1)C(C(=O)OC1CC2CCC(C1)[N+]21CCCC1)(OCOC(=O)OC1COC(OC1)C1=CC=CC=C1)C1=CC=CC=C1 3-(2,2-diphenyl-2-(((((2-phenyl-1,3-dioxan-5-yl)oxy)carbonyl)oxy)methoxy)acetoxy)spiro[bicyclo[3.2.1]octane-8,1'-pyrrolidin]-1'-ium